N-(5-(cyclopropylethynyl)-1,3,4-thiadiazol-2-yl)-2'-(difluoromethyl)-5'-methoxy-6-(1H-pyrazol-3-yl)-[4,4'-bipyridine]-3-carboxamide C1(CC1)C#CC1=NN=C(S1)NC(=O)C=1C=NC(=CC1C1=CC(=NC=C1OC)C(F)F)C1=NNC=C1